BrCC(=O)C1=NC=C(C=C1)Cl 2-bromo-1-(5-chloropyridin-2-yl)ethane-1-one